2-cyanopyrimidin C(#N)C1=NC=CC=N1